C(C)(C)(C)OC(=O)N1CCN(C2=CC=CC=C12)C1=CC2=C(N=C(N=C2)S(=O)(=O)C)N(C1=O)C 4-(8-methyl-2-methylsulfonyl-7-oxo-pyrido[2,3-d]pyrimidin-6-yl)-2,3-dihydroquinoxaline-1-carboxylic acid tert-butyl ester